[1,4]diazocine-5-carboxylate N1=CC=NC(=CC=C1)C(=O)[O-]